2,3-diphenyl-5-ethyltetrazolium chloride CCC1=NN(N([NH2+]1)C2=CC=CC=C2)C3=CC=CC=C3.[Cl-]